(Cyclopropanecarboxamido)-4-((5-fluoro-2-methoxy-3-(pyrimidin-2-yl)phenyl)amino)-N-(methyl-d3)nicotinamide C1(CC1)C(=O)NC1=C(C(=O)NC([2H])([2H])[2H])C(=CC=N1)NC1=C(C(=CC(=C1)F)C1=NC=CC=N1)OC